Bis(acetoxymethyl) 3,12-bis(2-(acetoxymethoxy)-2-oxoethyl)-5-(4,5-dimethoxy-2-nitrophenyl)-6,9-dioxa-3,12-diazatetradecane-1,14-dioate C(C)(=O)OCOC(CN(CC(=O)OCOC(C)=O)CC(OCCOCCN(CC(=O)OCOC(C)=O)CC(OCOC(C)=O)=O)C1=C(C=C(C(=C1)OC)OC)[N+](=O)[O-])=O